FC1=CC(=C(C=C1F)[C@H]1CC[C@H](CC1)CCNC1CCOCC1)C 4-((2-((cis)-4-(4,5-Difluoro-2-methylphenyl)cyclohexyl)-ethyl)amino)tetrahydro-2H-pyran